N1C(=C(C=C1)C(=O)OCC)C(=O)OCC diethyl 1H-pyrrole-2,3-dicarboxylate